tert-butyl ((S)-4-hydroxy-3-oxo-1-((S)-2-oxopiperidin-3-yl)butan-2-yl)carbamate OCC([C@H](C[C@H]1C(NCCC1)=O)NC(OC(C)(C)C)=O)=O